[Na+].NC=1C=CC=C2C=CC=C(C12)S(=O)(=O)[O-] 8-aminonaphthalenesulfonic acid, sodium salt